[N+](=O)([O-])C1=CC=C(C=C1)/C=C/C(=O)OCC(=O)O[C@H]1[C@]2([C@H]3C([C@H]([C@@H](C(C1)(C=C)C)O)C)(CCC3=O)CC[C@H]2C)C (E)-2-(((3aR,4R,5R,8S,9R,12R)-8-hydroxy-4,7,9,12-tetramethyl-3-oxo-7-vinyldecahydro-4,9a-propanocyclopenta[8]annulen-5-yl)oxy)-2-oxoethyl 3-(4-nitrophenyl)acrylate